FC1=C(C(=C(C=C1OC([2H])([2H])[2H])OC([2H])([2H])[2H])F)N1C(N(C2=C(C1)C=NC1=C2C=C(N1S(=O)(=O)C1=CC=CC=C1)CN1CCOCC1)CC)=O 3-(2,6-difluoro-3,5-bis(methoxy-d3)phenyl)-1-ethyl-8-(morpholinomethyl)-7-(phenylsulfonyl)-1,3,4,7-tetrahydro-2H-pyrrolo[3',2':5,6]pyrido[4,3-d]pyrimidin-2-one